S1C(=NN=C1)COC1=CC=C(CN2CC(C2)NC(=O)C=2N=NN(C2)C2CC2)C=C1 N-(1-(4-((1,3,4-thiadiazol-2-yl)methoxy)benzyl)azetidin-3-yl)-1-cyclopropyl-1H-1,2,3-triazole-4-carboxamide